butan-2-ylcarboxylic acid CC(CC)C(=O)O